C1=C(C=CC2=CC=CC=C12)C1=NN(C2=NC(=NC(=C21)C#N)SC)COCC[Si](C)(C)C 3-(naphthalen-2-yl)-6-(methylthio)-1-((2-(trimethylsilyl)ethoxy)methyl)-1H-pyrazolo[3,4-d]pyrimidine-4-carbonitrile